FC1(CCN(CC1)C1=NC(=CC(=N1)NC(C1=C(C=C(C=C1)S(NC1(COC1)C)(=O)=O)N1CCC2(CC2)CC1)=O)C)F N-(2-(4,4-Difluoropiperidin-1-yl)-6-methylpyrimidin-4-yl)-4-(N-(3-methyloxetan-3-yl)sulfamoyl)-2-(6-azaspiro[2.5]octan-6-yl)benzamide